3-(((1R,2S,4S)-bicyclo[2.2.1]hept-2-yl)oxy)-1H-pyrazole-1-carboxylic acid tert-butyl ester C(C)(C)(C)OC(=O)N1N=C(C=C1)O[C@@H]1[C@@H]2CC[C@H](C1)C2